F[C@H]1[C@@H](CC[C@H](C1)F)N1N=C(C2=C1CC([C@H]2O)(F)F)C(F)(F)F (4S)-1-[(1R,2R,4R)-2,4-difluorocyclohexyl]-5,5-difluoro-3-(trifluoromethyl)-4,6-dihydrocyclopenta[c]pyrazol-4-ol